COC(=O)N[C@H](C(C)C)C(=O)O (methoxycarbonyl)-D-valine